ClC1C(N(C1C1=CC=C(C=C1)C(C)(C)C)C1C2(CC3CC(CC1C3)C2)C(=O)N)=O (3-chloro-4-(4-tert-butylphenyl)-2-azetidinon-1-yl)adamantanecarboxamide